methyl 2-(3-hydroxy-3-methylbutyl)-5-({[6-(trifluoromethyl)pyridin-2-yl]carbonyl} amino)-2H-indazole-6-carboxylate OC(CCN1N=C2C=C(C(=CC2=C1)NC(=O)C1=NC(=CC=C1)C(F)(F)F)C(=O)OC)(C)C